N-[6-(3-chlorophenyl)-2H,3H,4H-pyrido[3,2-b][1,4]oxazin-8-yl]pyridin-4-amine ClC=1C=C(C=CC1)C=1C=C(C=2OCCNC2N1)NC1=CC=NC=C1